C1(=CC(=CC=C1)C=1OC2=C(C1[Se]C1=CC=CC=C1)C=CC=C2)C 2-(3-tolyl)-3-(phenylseleno)benzofuran